2-oxo-6-phenylpyrazin O=C1NC(=CN=C1)C1=CC=CC=C1